2-((S)-2-(((benzyloxy)carbonyl)amino)-3,3-dimethylbutylamino)-3-cyclohexylpropionic acid C(C1=CC=CC=C1)OC(=O)N[C@H](CNC(C(=O)O)CC1CCCCC1)C(C)(C)C